C(C)(=O)N[C@H](C(=O)NC=1C=CC(=C(C(=O)N[C@H](C)C2=CC=CC3=CC=CC=C23)C1)C)CN 5-((S)-2-acetamido-3-aminopropanamido)-2-methyl-N-((R)-1-(naphthalen-1-yl)ethyl)benzamide